COC(=O)[C@@H]1CN(CC1)CC1=CC=C(C=C1)C1CN(C1)C(=O)OC(C)(C)C.ClC1=NC(=CN=C1)OC1CC(C1)(F)F 2-chloro-6-(3,3-difluorocyclobutoxy)pyrazine methyl-(S)-1-(4-(1-(tert-butoxycarbonyl)azetidin-3-yl)benzyl)pyrrolidine-3-carboxylate